SCSC(C(SCSC(C(SCS)SCS)SCS)SCSC(C(SCS)SCS)SCS)SCS 8-[bis(mercaptomethylthio)methyl]-3,4,12,13-tetrakis(mercaptomethylthio)-1,15-dimercapto-2,5,7,9,11,14-hexathiapentadecane